CC1=NC(=NC(=C1)C)C(CC(=O)O)N1N=CC2=CC(=CC=C12)OCCC1=NC=2NCCCC2C=C1 3-(4,6-Dimethylpyrimidin-2-yl)-3-(5-(2-(5,6,7,8-tetrahydro-1,8-naphthyridin-2-yl)ethoxy)-1H-indazol-1-yl)propanoic acid